1-(1-(3-bromo-2-chloropyridin-4-yl)-3-methyl-1H-pyrazol-5-yl)-N-methylmethanamine BrC=1C(=NC=CC1N1N=C(C=C1CNC)C)Cl